NCC(=O)N1[C@@H](CCC1)C(=O)O glycyl-proline